C(C1=CC=CC=C1)OC1=C(C(=C2C[C@@H](N(C2=C1)C(=O)OC(C)(C)C)CN(CC(CC)C)C(=O)OC(C)(C)C)F)NCC(=O)OC(C)(C)C tert-butyl (2R)-6-(benzyloxy)-2-{[(tert-butoxycarbonyl)(2-methylbutyl)amino]methyl}-5-[(2-tert-butoxy-2-oxoethyl)amino]-4-fluoro-2,3-dihydro-1H-indole-1-carboxylate